2-(2-(cyclopropanesulfonylamino)pyrimidin-4-yl)-2-methyl-N-(2-methyl-4-(6-(trifluoromethyl)pyrazin-2-yl)phenyl)propanamide C1(CC1)S(=O)(=O)NC1=NC=CC(=N1)C(C(=O)NC1=C(C=C(C=C1)C1=NC(=CN=C1)C(F)(F)F)C)(C)C